C(C)OC(CC1=C(C(=CC(=C1)C(C)C)C(F)(F)F)OC)=O.C(C1=CC=CC=C1)(C1=CC=CC=C1)(C1=CC=CC=C1)N1C=NC(=C1)CCC=O 3-(1-trityl-1H-imidazol-4-yl)propanal ethyl-2-(5-isopropyl-2-methoxy-3-(trifluoromethyl)phenyl)acetate